FC=1C=C(OCCN(C(OC(C)(C)C)=O)C)C=CC1C=O tert-butyl (2-(3-fluoro-4-formylphenoxy)ethyl)(methyl)carbamate